C(C)(=O)C=1C=CC=C2C(N(C(=NC12)N1CC2CC2C1)CC)=O 8-acetyl-2-(3-azabicyclo[3.1.0]hexan-3-yl)-3-ethylquinazolin-4(3H)-one